FC1=CC(=C(C=C1)C(CN1N=CN=C1)(C)O)C(F)(F)F 2-(4-fluoro-2-(trifluoromethyl)phenyl)-1-(1H-1,2,4-triazol-1-yl)propan-2-ol